5-tert-butyl-2-[4-[2-morpholino-ethoxy]phenyl]pyrazol-3-amine C(C)(C)(C)C=1C=C(N(N1)C1=CC=C(C=C1)OCCN1CCOCC1)N